BrC1=C(C(=C(C(=C1C)CCCCCCCCCCBr)OC)OC)OC bromo-5-(10-bromodecyl)-2,3,4-trimethoxy-6-methyl-benzene